COCOC1=C(C(=CC(=C1)C(F)(F)F)C)C1=CC2=C(N=N1)N(C=C2C)[C@H]2CN(CCC2)C(=O)OC(C)(C)C tert-Butyl (3R)-3-{3-[2-(methoxymethoxy)-6-methyl-4-(trifluoromethyl)phenyl]-5-methyl-7H-pyrrolo[2,3-c]pyridazin-7-yl}piperidine-1-carboxylate